C(C)(C)(C)OC(C[C@@H]1CN(CCC1)C([C@@H](C)OC1=CC=C2C(=CC(OC2=C1)=O)C1=C(C=C(C=C1)F)Cl)=O)=O tert-Butyl-2-[(3R)-1-[(2R)-2-[4-(2-chloro-4-fluoro-phenyl)-2-oxo-chromen-7-yl]oxypropanoyl]-3-piperidyl]acetat